CC(CC(=O)C1=C(C=CC=C1)C#CC=1C=C(C=CC1)C)=C 3-methyl-1-(2-(m-tolylethynyl)phenyl)but-3-en-1-one